BrC=1C(=C(C(=C(C1)C1=CC(=C(C=C1)OC)NC1=NC=NC2=CC(=C(C=C12)OC1CCN(CC1)C(C=C)=O)OC)F)F)F 1-(4-((4-((5'-bromo-2',3',4'-trifluoro-4-methoxy-[1,1'-biphenyl]-3-yl)amino)-7-methoxy-quinazolin-6-yl)oxy)piperidin-1-yl)prop-2-en-1-one